(+)-5-[[4-(3-hydroxybutyl)phenoxy]methyl]-3-methyl-1-phenyl-pyrazole OC(CCC1=CC=C(OCC2=CC(=NN2C2=CC=CC=C2)C)C=C1)C